Magnesium-Magnesium citrate C(CC(O)(C(=O)[O-])CC(=O)[O-])(=O)[O-].[Mg+2].[Mg+2]